2-(2,2-difluoropentanoylamino)-4-[[2-methoxypropyl]-[4-(5,6,7,8-tetrahydro-1,8-naphthyridin-2-yl)butyl]amino]butanoic acid FC(C(=O)NC(C(=O)O)CCN(CCCCC1=NC=2NCCCC2C=C1)CC(C)OC)(CCC)F